OC(CC(=O)OC)CCCCCCCCCCC Methyl 3-Hydroxymyristate